C(C(O)C)(=O)[O-].[Na+] Sodium Lactate